2-tert-butyl-6-(p-tolyl)-N3-sec-butylpyridine-2,3-diamine C(C)(C)(C)C1(NC(=CC=C1NC(C)CC)C1=CC=C(C=C1)C)N